4,4'-bis(5,5-dimethyl-1,3,2-dioxaborinane-2-yl)biphenyl CC1(COB(OC1)C1=CC=C(C=C1)C1=CC=C(C=C1)B1OCC(CO1)(C)C)C